C(C)(C)NP(C1=CC(=CC=C1)[Si](CCC)(CCC)CCC)C1=CC(=CC=C1)[Si](CCC)(CCC)CCC N-isopropyl-1,1-bis(3-(tripropylsilyl)phenyl)phosphanamine